(2E)-3-[4-[[[1-[[[3-cyclopentyl-1-methyl-2-(2-pyridinyl)-1H-indol-6-yl]carbonyl]amino]cyclobutyl]carbonyl]amino]phenyl]-2-propenoic acid C1(CCCC1)C1=C(N(C2=CC(=CC=C12)C(=O)NC1(CCC1)C(=O)NC1=CC=C(C=C1)/C=C/C(=O)O)C)C1=NC=CC=C1